N2-[4-(4-benzylpiperazin-1-yl)phenyl]-N4-[2-(6-methyl-2-pyridyl)pyrimidin-4-yl]pyrimidine-2,4-diamine C(C1=CC=CC=C1)N1CCN(CC1)C1=CC=C(C=C1)NC1=NC=CC(=N1)NC1=NC(=NC=C1)C1=NC(=CC=C1)C